(3R)-11-(2,4-difluorophenyl)-3-(dimethylamino)-10-(trifluoromethyl)-3,4-dihydro-2H,6H-[1,4]thiazepino[2,3,4-ij]quinazoline-6,8(7H)-dione FC1=C(C=CC(=C1)F)C1=C(C=C2C(NC(N3C2=C1SC[C@@H](C3)N(C)C)=O)=O)C(F)(F)F